C(C1=CC=CC=C1)[C@@H]1N(C(OC1)=O)C([C@@H](CC1=CC(=CC=C1)Br)[C@@H]1CN(CC1)C(=O)OCCCC)=O butyl (3R)-3-[(1S)-2-[(4S)-4-benzyl-2-oxo-oxazolidin-3-yl]-1-[(3-bromophenyl)methyl]-2-oxo-ethyl]pyrrolidine-1-carboxylate